nitrothiophene-carboxamide [N+](=O)([O-])C1=C(SC=C1)C(=O)N